C12(OC3CC(CC(C1)C3)C2)CN2N=CC(=C2)B2OC(C(O2)(C)C)(C)C 1-(2-oxatricyclo[3.3.1.13,7]dec-1-ylmethyl)-4-(4,4,5,5-tetramethyl-1,3,2-dioxaborolan-2-yl)-1H-pyrazole